N-(2-(6-fluoro-5-methoxy-1H-indazol-3-yl)ethyl)-N-methylcyclopropanamine FC1=C(C=C2C(=NNC2=C1)CCN(C1CC1)C)OC